1-(4-(trifluoromethyl)phenyl)-1,2,3,4-tetrahydro-1,5-naphthyridine-3-carbaldehyde FC(C1=CC=C(C=C1)N1CC(CC2=NC=CC=C12)C=O)(F)F